5-[5-(4-ethylphenoxy)-2-pyridyl]-5-[2-(2-hydroxyethyl)-2,7-diazaspiro[3.5]nonan-7-yl]hexahydropyrimidine-2,4,6-trione formic acid salt C(=O)O.C(C)C1=CC=C(OC=2C=CC(=NC2)C2(C(NC(NC2=O)=O)=O)N2CCC3(CN(C3)CCO)CC2)C=C1